FC=1C(=NC=C(C1)F)NC1=NC=C2C(=N1)NN=C2C=2C=C(C=CC2C)C2=NC=NC=C2 4-(3-(6-((3,5-Difluoropyridin-2-yl)amino)-1H-pyrazolo[3,4-d]pyrimidin-3-yl)-4-methylphenyl)pyrimidine